N-[4-[[3-[[3-(aminomethyl)cyclobutanecarbonyl]amino]cyclobutyl]carbamoyl]-3-chloro-phenyl]-5-(2,3-difluoro-4-methoxy-phenyl)-1-methyl-imidazole-2-carboxamide NCC1CC(C1)C(=O)NC1CC(C1)NC(=O)C1=C(C=C(C=C1)NC(=O)C=1N(C(=CN1)C1=C(C(=C(C=C1)OC)F)F)C)Cl